CC1=C(CSC=CSCC2=C(C=CC=C2C)C)C(=CC=C1)C 1,2-bis(2,6-dimethylbenzylthio)ethaneN